2-(5-(4-((2-(azepan-1-yl)-5-oxo-5,6-dihydropyrimido[4,5-d]pyridazin-4-yl)amino)phenyl)-2H-tetrazol-2-yl)acetic acid N1(CCCCCC1)C=1N=C(C2=C(C=NNC2=O)N1)NC1=CC=C(C=C1)C=1N=NN(N1)CC(=O)O